(R)-2-hydroxy-4-methylpentanoic acid methyl ester COC([C@@H](CC(C)C)O)=O